O=C1NC(CCC1N1C(C2=CC=C(C=C2C1=O)NCCC[C@@H]1C[C@@H](C1)N1N=CC(=C1)C1=NC2=CC=C(C=C2N=C1)C1CCN(CC1)C)=O)=O 2-(2,6-dioxopiperidin-3-yl)-5-((3-(cis-3-(4-(6-(1-methylpiperidin-4-yl)quinoxalin-2-yl)-1H-pyrazol-1-yl)cyclobutyl)propyl)amino)isoindoline-1,3-dione